(S)-N-(3-(6-amino-2-(difluoromethyl)-3,3-difluoro-2,3,4,5-tetrahydropyridin-2-yl)-4-fluorophenyl)-5-bromopyridineamide NC=1CCC([C@@](N1)(C(F)F)C=1C=C(C=CC1F)NC(=O)C1=NC=C(C=C1)Br)(F)F